CCC(COC(=O)CCCCCCCCCCCCCCC(C)C)(COC(=O)CCCCCCCCCCCCCCC(C)C)COC(=O)CCCCCCCCCCCCCCC(C)C trimethylolpropane isostearate